FC(C=1C(=C(C=CC1)[C@@H](C)NC(=O)C1=NN(C(C=C1)=O)C=1C=NC=C(C1)C1=C(N=NN1C)Cl)F)F N-{(R)-1-[3-(difluoromethyl)-2-fluorophenyl]ethyl}-1-[5-(4-chloro-1-methyl-1H-1,2,3-triazol-5-yl)-3-pyridyl]-6-oxo-1,6-dihydropyridazine-3-carboxamide